(2R,3S,4S,5S,6R)-3,4,5-trihydroxy-6-(hydroxymethyl)tetrahydro-2H-pyran-2-yl dihydrogen phosphate P(=O)(O[C@H]1O[C@@H]([C@H]([C@@H]([C@@H]1O)O)O)CO)(O)O